1-[(2-chloro-6-methyl-5-nitro-pyrimidin-4-yl)-methyl-amino]cyclobutanecarboxylic acid methyl ester COC(=O)C1(CCC1)N(C)C1=NC(=NC(=C1[N+](=O)[O-])C)Cl